OCCCCCN(CCCCCO)CCCCCO tri(5-hydroxypentyl)amine